(trifluoromethyl)pyrido[2,3-d]pyrimidin FC(F)(F)C=1N=CC2=C(N1)N=CC=C2